COC1=C(C=C(C=C1)[N+](=O)[O-])S(=O)(=O)NC1=NC(=CC=C1)C(F)(F)F 2-methoxy-5-nitro-N-(6-(trifluoromethyl)pyridin-2-yl)benzenesulfonamide